4-Methyltetrahydrofuran-3-yl (8-amino-7-fluoro-6-(8-methyl-2,3-dihydro-1H-pyrido[2,3-b][1,4]oxazin-7-yl)isoquinolin-3-yl)carbamate NC=1C(=C(C=C2C=C(N=CC12)NC(OC1COCC1C)=O)C1=C(C2=C(OCCN2)N=C1)C)F